FC(CN(C)[C@@H](C)C1=CC=C(C=C1)C1=NNC(=C1C(C)C)C=1C=C(C=2N(C1)N=CN2)C)(F)F (S)-2,2,2-trifluoro-N-(1-(4-(4-isopropyl-5-(8-methyl-[1,2,4]triazolo[1,5-a]pyridin-6-yl)-1H-pyrazol-3-yl)phenyl)ethyl)-N-methylethan-1-amine